methyl-(1R,2S,5S)-6,6-dimethyl-3-(quinoline-2-carbonyl)-3-azabicyclo[3.1.0]hexane-2-carboxylic acid C[C@]12[C@H](N(C[C@H]2C1(C)C)C(=O)C1=NC2=CC=CC=C2C=C1)C(=O)O